CC(=CCSC)C 3-methyl-1-(methylthio)-2-butene